C(C1=CC=CC=C1)N1CC(NC2=C(C1=O)C=CS2)=O 4-benzyl-3,4-dihydro-1H-thieno[2,3-e][1,4]diazepine-2,5-dione